C(C)(C)(C)C1=C(C=C(C(=C1)C(C)(C)C)O)CCC(CCC1=C(C=C(C(=C1)O)C(C)(C)C)C(C)(C)C)=O 1,5-bis(2,4-di-tert-butyl-5-hydroxyphenyl)-3-pentanone